Cl.FC1(C[C@H](CNC1)C1=NC(=NO1)C1=C2N(C=3C=CC=CC13)CCC2)F (R)-5-(5,5-difluoropiperidin-3-yl)-3-(2,3-dihydro-1H-pyrrolo[1,2-a]indol-9-yl)-1,2,4-oxadiazole hydrochloride